4,4'-oxydibenzoyl chloride O(C1=CC=C(C(=O)Cl)C=C1)C1=CC=C(C(=O)Cl)C=C1